BrC1=C(C=C(C(=C1)OC(F)F)[N+](=O)[O-])F 1-bromo-5-(difluoromethoxy)-2-fluoro-4-nitrobenzene